C(C1=CC=CC=C1)N1CC2(C1)CC(C2)NC(=O)N2[C@@H](CN(C[C@@H]2C)C2=CC=C(C=C2)C(F)(F)F)C (2R,6S)-N-{2-benzyl-2-azaspiro[3.3]heptan-6-yl}-2,6-dimethyl-4-[4-(trifluoromethyl)phenyl]piperazine-1-carboxamide